Ethyl (5S)-5-methyl-2-[1-(2,2,2-trifluoroethyl) pyrazol-4-yl]-6,7-dihydro-5H-pyrazolo[5,1-b][1,3]oxazine-3-carboxylate C[C@H]1CCN2C(O1)=C(C(=N2)C=2C=NN(C2)CC(F)(F)F)C(=O)OCC